3-oxocyclohex-1-en-1-yl 4-methylbenzoate CC1=CC=C(C(=O)OC2=CC(CCC2)=O)C=C1